(S)-N-(3-(1,3-dioxan-2-yl)-1-(pyrazin-2-yl)propyl)-1,3-dihydroxycyclobutane-1-carboxamide O1C(OCCC1)CC[C@@H](C1=NC=CN=C1)NC(=O)C1(CC(C1)O)O